CC1=CC(=CC(=N1)N1C(CN2N=CN=C21)C(=O)O)C(F)(F)F 4-[6-methyl-4-(trifluoromethyl)pyridin-2-yl]-4H,5H,6H-imidazo[1,2-b][1,2,4]triazole-5-carboxylic acid